N-ethyl-N-pentylbutylurea C(C)N(C(=O)NCCCC)CCCCC